4-[5-([1-[(4-fluorophenyl)carbonyl]-4-hydroxypiperidin-4-yl]methyl)-4-oxo-1H,4H,5H-pyrazolo[3,4-d]pyrimidin-1-yl]benzene FC1=CC=C(C=C1)C(=O)N1CCC(CC1)(O)CN1C=NC2=C(C1=O)C=NN2C2=CC=CC=C2